dimethyl-ethyl-benzyl chloride CC1=C(C(CC)(C)Cl)C=CC=C1